3-cyclopropyl-4-({5-[(4R)-4-ethyl-2,5-dioxo-1-imidazolidinyl]-2-pyridinyl}oxy)benzonitrile C1(CC1)C=1C=C(C#N)C=CC1OC1=NC=C(C=C1)N1C(N[C@@H](C1=O)CC)=O